5-bromo-1-methyl-3-({5-[(2S)-2-methylpiperazin-1-yl]pyridin-2-yl}amino)pyridin-2-one BrC=1C=C(C(N(C1)C)=O)NC1=NC=C(C=C1)N1[C@H](CNCC1)C